3-butylideneisobenzofuran-1(3H)-one C(CCC)=C1OC(C2=CC=CC=C12)=O